4-(2-acetamido-1H-benzo[d]imidazol-6-yl)-N-benzylbenzamide C(C)(=O)NC1=NC2=C(N1)C=C(C=C2)C2=CC=C(C(=O)NCC1=CC=CC=C1)C=C2